OC=1C=C(C=C(C1C(C)C)O)CC(=O)O 3,5-dihydroxyl-4-isopropylphenylacetic acid